N=1CC(N2N=CC=CC21)(C(=O)N)[2H] imidazo[1,2-b]pyridazine-3-carboxamide-3-d